hydroxyl-1-propyl-3-methylimidazole OC1N(C=CN1C)CCC